tert-butyl 4-(2-(methylcarbamoyl)-1H-indol-4-yl)piperidine-1-carboxylate CNC(=O)C=1NC2=CC=CC(=C2C1)C1CCN(CC1)C(=O)OC(C)(C)C